CC(CC(=O)ON=CC1=CC=C(C=C1)O)(C)C 4-HYDROXYBENZALDEHYDE O-(3,3-DIMETHYLBUTANOYL)OXIME